(3R)-3-cyclopentyl-3-(4-(7-(2-(4-(1-oxoisoindoline-2-yl)phenyl)butanoyl)-7H-pyrrolo[2,3-d]pyrimidin-4-yl)-1H-pyrazol-1-yl)propionitrile C1(CCCC1)[C@@H](CC#N)N1N=CC(=C1)C=1C2=C(N=CN1)N(C=C2)C(C(CC)C2=CC=C(C=C2)N2C(C1=CC=CC=C1C2)=O)=O